N-(1-ethylheptyl)-bicyclo[2.2.1]Hept-5-ene-2,3-dicarboximide C(C)C(CCCCCC)N1C(=O)C2C3C=CC(C2C1=O)C3